N-(2-Aminoethyl)-2-((R,R)-dispiro[adamantane-2,3'-[1,2,4]trioxolane-5',1''-cyclohexan]-3''-yl)acetamide NCCNC(C[C@H]1C[C@]2(CCC1)OC1(OO2)C2CC3CC(CC1C3)C2)=O